4,7-dichloro-3-hydroxy-3-(2-(4-methoxyphenyl)-2-oxoethyl)indolin-2-one ClC1=C2C(C(NC2=C(C=C1)Cl)=O)(CC(=O)C1=CC=C(C=C1)OC)O